(2-(methylthio)quinolin-3-yl)boronic acid CSC1=NC2=CC=CC=C2C=C1B(O)O